FC=1C=C(C2=C(CCO2)C1)C(CC(CNC1=C2C=CN=C(C2=CC=C1)C)(C(F)(F)F)O)(C)C 5-[4-(5-Fluoro-2,3-dihydrobenzofuran-7-yl)-2-hydroxy-4-methyl-2-trifluoromethyl-pentylamino]-1-methylisoquinoline